FCC(C(CC(=O)O)NC(C(CC)N1C(C2=CC(=CC=C2C1)N1CC=2N(CC1)C=C(N2)C(F)(F)F)=O)=O)=O 5-fluoro-4-oxo-3-(2-(1-oxo-6-(2-(trifluoromethyl)-5,6-dihydroimidazo[1,2-a]pyrazin-7(8H)-yl)isoindolin-2-yl)butanamido)pentanoic acid